S1C2=C(C=C1)C=CC=C2[2H] benzo[b]thiophen-7-d